(3R)-3-{[2-(1H-pyrazol-3-yl)[1,2,4]triazolo[1,5-c]quinazolin-5-yl]amino}azepin-2-one N1N=C(C=C1)C1=NN2C(=NC=3C=CC=CC3C2=N1)NC=1C(N=CC=CC1)=O